ClC1=C(C(N(C=C1)C1=NC=C(C(=C1)N1C(C=C(C=C1C)OCC1=C(C=CC(=C1)F)F)=O)C)=O)C(C)(C)O chloro-4''-((2,5-difluorobenzyl)oxy)-3-(2-hydroxypropan-2-yl)-5',6''-dimethyl-2H,2''H-[1,2':4',1''-terpyridin]-2,2''-dione